FC1=C(OC2=C(C=C(C=C2)N2C(CCC2=O)=O)C2=CN(C3=C(N=CC=C32)OC)C)C=CC(=C1)F 1-(4-(2,4-difluorophenoxy)-3-(7-methoxy-1-methyl-1H-pyrrolo[2,3-C]pyridin-3-yl)phenyl)pyrrolidine-2,5-dione